ClC1=CC(=C(C=C1)CC(=O)C1=CNC2=CC(=C(C=C12)F)OC)OC 2-(4-chloro-2-methoxyphenyl)-1-(5-fluoro-6-methoxy-1H-indol-3-yl)ethanone